C(C)(C)(C)C1=NN=C(O1)C(=O)NC1C2=C(CN(CC1)C1COCC1)C=C(C=C2)C2=NC(=NC=C2)NC=2C=NN(C2)CC 5-(tert-butyl)-N-(8-(2-((1-ethyl-1H-pyrazol-4-yl)amino)pyrimidin-4-yl)-2-(tetrahydrofuran-3-yl)-2,3,4,5-tetrahydro-1H-benzo[c]azepin-5-yl)-1,3,4-oxadiazole-2-carboxamide